C1(CC1)[C@]1(C(N(C[C@H]1C)C=1C=2N(N=CC1)C=C(C2)C2=CC(N(C=C2)C)=O)=O)C#N (3R,4S)-3-cyclopropyl-4-methyl-1-[6-(1-methyl-2-oxopyridin-4-yl)pyrrolo[1,2-b]pyridazin-4-yl]-2-oxopyrrolidine-3-carbonitrile